1-hexyl-benzotriazole S-[4-[(dimethylamino)methyl]-2-methoxy-phenyl]N,N-dimethylcarbamothioate CN(C)CC1=CC(=C(C=C1)S=C(N(C)C)O)OC.C(CCCCC)N1N=NC2=C1C=CC=C2